CC(C)(C)[O-].C(C)CC(CC(=O)[O-])=O.C(C)CC(CC(=O)[O-])=O.C(C)CC(CC(=O)[O-])=O.[Ti+4] titanium tris(ethylacetoacetate) mono-tert-butoxide